C(C)(C)(C)OC(=O)NCC=1C=C(C=C(C1)F)C=1C=CC2=C(C(=CO2)COC2=C(C=CC=C2)CC(=O)OCC)C1 ethyl 2-(2-((5-(3-(((tert-butoxycarbonyl)amino)methyl)-5-fluorophenyl)benzofuran-3-yl)methoxy)phenyl)acetate